8-iodo-2,3-dihydrobenzo[b][1,4]dioxin-5-amine IC1=CC=C(C2=C1OCCO2)N